(Z)-3-fluoro-2-hydroxy-5-(4-morpholinostyryl)benzaldehyde FC=1C(=C(C=O)C=C(C1)\C=C/C1=CC=C(C=C1)N1CCOCC1)O